Racemic-1-(4-bromo-5-fluoro-2-methoxyphenyl)-2-oxo-1,2-dihydroquinoline-6-sulfonic acid perfluorophenyl ester FC1=C(C(=C(C(=C1F)F)F)F)OS(=O)(=O)C=1C=C2C=CC(N(C2=CC1)C1=C(C=C(C(=C1)F)Br)OC)=O